tetratriacontane-16,17-diol CCCCCCCCCCCCCCCC(C(CCCCCCCCCCCCCCCCC)O)O